N-Boc-piperazine-2,3,5,6-d C(=O)(OC(C)(C)C)N1C(C(NC(C1[2H])[2H])[2H])[2H]